BrC1=CC(=C(C(=O)OCC)C=C1F)F ethyl 4-bromo-2,5-difluorobenzoate